C(C)OC(NSCNC1CCOCC1)=O N-(tetrahydropyran-4-ylaminomethylthio)carbamic acid ethyl ester